ClC1=CC=C(C=C1)C1=N[C@H](C=2N(C3=C1C(=C(S3)C)C)C(=NN2)C)CC(=O)NCCOCCNC2=NC=C(C=N2)C=2C=C3CC(NC3=CC2)=O (S)-2-(4-(4-chlorophenyl)-2,3,9-trimethyl-6H-thieno[3,2-f][1,2,4]triazolo[4,3-a][1,4]diazepin-6-yl)-N-(2-(2-((5-(2-oxoindolin-5-yl)pyrimidin-2-yl)amino)ethoxy)ethyl)acetamide